BrC1=C2C=NN(C2=CC=C1[N+](=O)[O-])CCOC 4-bromo-1-(2-methoxyethyl)-5-nitro-indazole